Cl.Cl.N1CCC=2C1=CNC(C2)=O 1H,2H,3H,5H,6H-pyrrolo[2,3-c]pyridin-5-one dihydrochloride